The molecule is a hydrochloride obtained by combining oxythiamine chloride with one molar equivalent of hydrochloric acid. It has a role as an antimetabolite and a vitamin B1 antagonist. It contains an oxythiamine chloride. CC1=C(SC=[N+]1CC2=CN=C(NC2=O)C)CCO.Cl.[Cl-]